OCC1=C(C=C(C=C1)C(NC)=O)NC(OC(C)(C)C)=O tert-butyl (2-(hydroxymethyl)-5-(methylcarbamoyl)phenyl)carbamate